(S)-4-(bromomethyl)-2'-fluoro-5'-methoxy-2-(1-methoxy-2,2-dimethylpropyl)-1,1'-biphenyl BrCC1=CC(=C(C=C1)C1=C(C=CC(=C1)OC)F)[C@H](C(C)(C)C)OC